C(=C)OCC1=CC=CC=C1 (Vinyloxymethyl)benzene